2-Fluoro-5-[3-(piperidine-1-carbonyl)pyrazolo[1,5-a]pyridin-7-yl]benzonitrile FC1=C(C#N)C=C(C=C1)C1=CC=CC=2N1N=CC2C(=O)N2CCCCC2